C(#N)C(CCC(=O)OCCN1C(C=CC1=O)=O)(C)SC(=S)SCC 2-(2,5-dioxo-2,5-dihydro-1H-pyrrol-1-yl)ethyl 4-cyano-4-(((ethylthio)carbonothioyl)thio)pentanoate